C(CCCCCC)C(CC(=O)OCCCCCCC(CCCCCCOC(CC(CCCCCCC)CCCCCCC)=O)OC(=O)OCCN(CC)CCN(CC)CC)CCCCCCC 7-(((2-((2-(diethylamino)ethyl) (ethyl) amino)ethoxy)carbonyl)oxy)tridecane-1,13-diyl bis(3-heptyldecanoate)